C(C)(C)(C)OC(=O)N(CCN(C(=O)O[C@H](C(=O)OC(C)(C)C)CCC=O)C)C tert-butyl (2S)-2-[2-[tert-butoxycarbonyl(methyl)amino]ethyl-methyl-carbamoyl]oxy-5-oxo-pentanoate